ClC1=C(C=C(C=C1)C1=NN(C(=N1)CC(=O)NCC=1C=C2C=NNC2=CC1)CC)OC(C)C 2-[3-(4-Chloro-3-isopropyloxyphenyl)-1-ethyl-1H-1,2,4-triazol-5-yl]-N-[(1H-indazol-5-yl)methyl]acetamide